ClC=1C(=NC=CC1)OC[C@@H]1N(CCC1)C1=C(C=C2C(C(=CN(C2=C1)C1=NC=C(N=C1)OCCN(C)C)C(=O)OCC)=O)F ethyl (R)-7-(2-(((3-chloropyridin-2-yl)oxy)methyl)pyrrolidin-1-yl)-1-(5-(2-(dimethylamino)ethoxy)pyrazin-2-yl)-6-fluoro-4-oxo-1,4-dihydroquinoline-3-carboxylate